N-(3-chloro-4-fluorophenyl)-5-(2-(((1s,4s)-4-hydroxy-1-methylcyclohexyl)amino)-2-oxoacetyl)-1,2,4-trimethyl-1H-pyrrole-3-carboxamide ClC=1C=C(C=CC1F)NC(=O)C1=C(N(C(=C1C)C(C(=O)NC1(CCC(CC1)O)C)=O)C)C